C1(CC1)C1=C2CN(C(C2=CC(=C1)CN1CCC(CC1)F)=O)C1=CC(=CC=C1)C1(COC1)CC1=NN=CN1C 4-cyclopropyl-6-((4-fluoropiperidin-1-yl)methyl)-2-(3-(3-((4-methyl-4H-1,2,4-triazol-3-yl)methyl)oxetan-3-yl)phenyl)isoindolin-1-one